(S)-1-methyl-5-(((R)-2-(4-(oxazol-2-yl)phenyl)-5-oxido-6,7-dihydrothieno[3,2-d]pyrimidin-4-yl)amino)piperidin-2-one CN1C(CC[C@@H](C1)NC=1C2=C(N=C(N1)C1=CC=C(C=C1)C=1OC=CN1)CC[S@]2=O)=O